4-(1-(4-(trifluoromethyl)phenyl)cyclopropyl)piperidine formate salt C(=O)O.FC(C1=CC=C(C=C1)C1(CC1)C1CCNCC1)(F)F